ClC=1C=C(C=CC1OC)C(C)N1CCC(CC1)N(S(=O)(=O)C)CC(=O)NCC(NCC#C)=O 2-(N-(1-(1-(3-chloro-4-methoxyphenyl)ethyl)piperidin-4-yl)methylsulfonamido)-N-(2-oxo-2-(prop-2-yn-1-ylamino)ethyl)acetamide